ClC1=C(C=CC=C1)C1=CC2=C(N=C(N=C2)NC2=NC=CC=C2)N(C1=O)C 6-(2-chlorophenyl)-8-methyl-2-(pyridin-2-ylamino)pyrido[2,3-d]pyrimidin-7(8H)-one